C2-Naphthalenol C1=C(C=CC2=CC=CC=C12)O